N-(3-METHYL-1H-INDAZOL-4-YL)-1-(2-(TRIFLUOROMETHYL)PYRIDIN-4-YL)-1H-PYRAZOLE-4-SULFONAMIDE CC1=NNC2=CC=CC(=C12)NS(=O)(=O)C=1C=NN(C1)C1=CC(=NC=C1)C(F)(F)F